C1(=CC=CC=C1)N(N)C(=O)C=1OC=CC1 N-phenyl-2-furancarbohydrazide